C(C)NC(C(C)(C)OC(C1=C(C=C(C(=C1)N1C(N(C(N(C1=O)C)=S)C)=O)F)Cl)=O)=O [2-(ethylamino)-1,1-dimethyl-2-oxo-ethyl]2-chloro-5-(3,5-dimethyl-2,6-dioxo-4-thioxo-1,3,5-triazinan-1-yl)-4-fluoro-benzoate